Ferric Oxoacetate Perchlorate Cl(=O)(=O)(=O)[O-].O=CC(=O)[O-].[Fe+3]